FC=1C=NC2=C(C=CC=C2C1N1CCC(CC1)C[SH2](=O)C=N)OC {[1-(3-fluoro-8-methoxyquinolin-4-yl)piperidin-4-yl]methyl}(imino)methyl-λ6-sulfanone